1,1,1,3,3,3-hexafluoro-2-propanolate FC(C(C(F)(F)F)[O-])(F)F